C(C)(C)(C)OC(=O)N1CCN(CC1)C1=C2N=C(N(C2=NC=N1)C)Br 4-(8-bromo-9-methyl-9H-purin-6-yl)piperazine-1-carboxylic acid tert-butyl ester